FC1=CC=C2CN(C(C2=C1C1=CC=C(C=C1)C=1OC(=NN1)C)=O)[C@@H](C(F)(F)F)C(C)(C)O (R)-6-fluoro-7-(4-(5-methyl-1,3,4-oxadiazol-2-yl)phenyl)-2-(1,1,1-trifluoro-3-hydroxy-3-methylbutan-2-yl)isoindolin-1-one